FC1=CC=C(C=C1)N1N=C(C=C1S(=O)(=O)C)C(=O)NC1=CC(=C(C=C1)C)NC=1C=C2C(N(C=NC2=CC1)C)=O (4-fluorophenyl)-N-(4-methyl-3-((3-methyl-4-oxo-3,4-dihydroquinazolin-6-yl)amino)phenyl)-5-(methylsulfonyl)-1H-pyrazole-3-carboxamide